Chloropyrazole phosphorus [P].ClC1=NNC=C1